Cl.Cl.N[C@@H]1CN(C[C@@H](C1)C)C1=C(C=NC=C1)NC(=O)C=1C(=C(C(=CC1)F)C1=C(C=C(C=C1F)N1CCNCCC1)F)F N-(4-((3S,5R)-3-amino-5-methylpiperidin-1-yl)pyridin-3-yl)-4'-(1,4-diazepan-1-yl)-2,2',6,6'-tetrafluoro-[1,1'-biphenyl]-3-carboxamide dihydrochloride